octadec-9,12-dienoic acid [(6Z,16Z)-12-[6-(dimethylamino) hexanoyloxy] docosa-6,16-dien-11-yl] ester CN(CCCCCC(=O)OC(C(CCC\C=C/CCCCC)OC(CCCCCCCC=CCC=CCCCCC)=O)CCC\C=C/CCCCC)C